N-((3-fluorooxetan-3-yl)methyl)-5-(1-isopropyl-2-methyl-1H-imidazo[4,5-b]pyridin-6-yl)pyrrolo[2,1-f][1,2,4]triazin-2-amine FC1(COC1)CNC1=NN2C(C=N1)=C(C=C2)C=2C=C1C(=NC2)N=C(N1C(C)C)C